C(C)(C)(C)OC(=O)N1CCC1 1-(tert-butoxycarbonyl)azetidin